1-((Z)-2-fluoro-3-(pyridin-2-yl)acryloyl)piperazine F\C(\C(=O)N1CCNCC1)=C/C1=NC=CC=C1